N-[(1R)-1-[5-(2-methoxyquinolin-3-yl)-1H-imidazol-2-yl]-2-{[5-(methylamino)-4,5-dioxopentyl]oxy}ethyl]-1-azabicyclo[2.2.2]octane-4-carboxamide COC1=NC2=CC=CC=C2C=C1C1=CN=C(N1)[C@H](COCCCC(C(=O)NC)=O)NC(=O)C12CCN(CC1)CC2